N2-[4-chloro-3-(thiomorpholinomethyl)phenyl]-N4-[2-(6-methyl-2-pyridyl)pyrimidin-4-yl]pyrimidine-2,4-diamine ClC1=C(C=C(C=C1)NC1=NC=CC(=N1)NC1=NC(=NC=C1)C1=NC(=CC=C1)C)CN1CCSCC1